N[C@@H](C(C)(C)C)C(=O)O |r| D,L-tert-leucine